4-cyano-N-(4-methylbenzene-1-sulfonyl)-L-phenylalanine C(#N)C1=CC=C(C[C@H](NS(=O)(=O)C2=CC=C(C=C2)C)C(=O)O)C=C1